dimethyl-2-hydroxyethyl-2,3-dicetyl-oxypropylammonium bromide [Br-].C[N+](CC(COCCCCCCCCCCCCCCCC)OCCCCCCCCCCCCCCCC)(CCO)C